5-((4-Fluoro-2-nitro-phenyl)amino)-1-methyl-1H-pyrazole-4-carbaldehyde FC1=CC(=C(C=C1)NC1=C(C=NN1C)C=O)[N+](=O)[O-]